NC1(CCOCC1)C(=O)N1CC=2N(C=3C(=C(C=CC3C2C=2C=NNC2)Cl)Cl)CC1 (4-aminotetrahydro-2H-pyran-4-yl)(6,7-dichloro-10-(1H-pyrazol-4-yl)-3,4-dihydropyrazino[1,2-a]indol-2(1H)-yl)methanone